BrC1=CC2=C([C@@H](CO2)N(C(OC(C)(C)C)=O)C)C=C1 (S)-tert-butyl (6-bromo-2,3-dihydrobenzofuran-3-yl)(methyl)carbamate